N-glucosylnicotinic acid C1([C@H](O)[C@@H](O)[C@H](O)[C@H](O1)CO)N1CC(C(=O)O)=CC=C1